NC=1C=C(C=C(C1)C=1C=NN(C1)C)S(=O)(=O)NCC1=C(C=C(C=C1)OC)OC 3-amino-N-(2,4-dimethoxybenzyl)-5-(1-methyl-1H-pyrazol-4-yl)benzenesulfonamide